ethyl (Z)-3-[(3,4-dimethyl-5-oxo-2H-furan-2-yl)oxy]-2-indazol-1-yl-prop-2-enoate CC=1C(OC(C1C)=O)O\C=C(\C(=O)OCC)/N1N=CC2=CC=CC=C12